C1=C2C(=NN=C1)N=CC=1N2C=CN(C1)C(=O)[O-] pyrazino[1',2':4,5]pyrazino[2,3-c]pyridazine-8-carboxylate